COC1=C(CN(S(=O)(=O)C2=C(C=C(C=C2)N2CC(CCC2)(CCC2=CC(=CC=C2)C(F)(F)F)N(CC2CN(C2)C)C)F)C2=NC=NC=C2)C=CC(=C1)OC N-(2,4-Dimethoxybenzyl)-2-fluoro-4-(3-(methyl((1-methylazetidin-3-yl)methyl)-amino)-3-(3-(trifluoromethyl)phenethyl)piperidin-1-yl)-N-(pyrimidin-4-yl)benzene-sulfonamide